(2S,4R)-benzyl 1-((S)-3,3-dimethyl-2-((phenoxycarbonyl)amino)butanoyl)-4-hydroxypyrrolidine-2-carboxylate CC([C@@H](C(=O)N1[C@@H](C[C@H](C1)O)C(=O)OCC1=CC=CC=C1)NC(=O)OC1=CC=CC=C1)(C)C